ClC1=CC(=NC=C1)F 4-chloro-2-fluoropyridine